C(C)(C)(C)OC(=O)N1CC2(CCOC2)C[C@H]1[C@@H](C(=O)O)C1=CC=C(C=C1)Cl (2S)-2-((8S)-7-(tert-Butoxycarbonyl)-2-oxa-7-azaspiro[4.4]non-8-yl)-2-(4-chlorophenyl)acetic acid